C1(C=CCCCCCCCO1)=O decenolactone